FC(CNC1=NC=C2C(=N1)N(C(NC2)=O)C2=CC=C(C=C2)C2=NN(C=N2)COCC[Si](C)(C)C)(F)F 7-((2,2,2-trifluoroethyl)amino)-1-(4-(1-((2-(trimethylsilyl)ethoxy)methyl)-1H-1,2,4-triazol-3-yl)phenyl)-3,4-dihydropyrimido[4,5-d]pyrimidin-2(1H)-one